The molecule is a 4-(1-hydroxy-2-{[4-(4-hydroxyphenyl)butan-2-yl]amino}ethyl)phenol in which both stereocentres have R configuration. It is the most active of the four diastereoisomers that make up the animal feed additive ractopamine. It has a role as a beta-adrenergic agonist and an animal growth promotant. It is an enantiomer of an ent-butopamine. C[C@H](CCC1=CC=C(C=C1)O)NC[C@@H](C2=CC=C(C=C2)O)O